C(#N)[C@H](C[C@H]1C(NCCC1)=O)NC(=O)[C@H](CC(C)(C)C)NC(=O)C=1NC2=CC=CC(=C2C1)OC N-[(1S)-1-[[(1S)-1-cyano-2-[(3S)-2-oxo-3-piperidyl]ethyl]carbamoyl]-3,3-dimethyl-butyl]-4-methoxy-1H-indole-2-carboxamide